5-(3-methylbenzoyl)indolizine-7-carboxylic acid ethyl ester C(C)OC(=O)C=1C=C(N2C=CC=C2C1)C(C1=CC(=CC=C1)C)=O